5-carbamoylthiophene-2-carboxylic acid methyl ester COC(=O)C=1SC(=CC1)C(N)=O